7-bromo-2-(chloromethyl)-6-methoxyquinazolin-4(3H)-one BrC1=C(C=C2C(NC(=NC2=C1)CCl)=O)OC